4-[(2-methylphenyl)methyl]-1H-pyrrole-3-sulfonyl chloride CC1=C(C=CC=C1)CC=1C(=CNC1)S(=O)(=O)Cl